5-(2,4,6-trimethylbenzoyl)-8-[2-(2,2,3,3-tetrafluoropropoxy)benzoyl]-11-(2-ethylhexyl)-11H-benzo[a]carbazole CC1=C(C(=O)C2=C3C(=C4N(C5=CC=C(C=C5C4=C2)C(C2=C(C=CC=C2)OCC(C(F)F)(F)F)=O)CC(CCCC)CC)C=CC=C3)C(=CC(=C1)C)C